C(C)(C)OC1=NC=2N(C=C1C(=O)NC=1C(N(C=CC1)[C@H]1CC13CC3)=O)C=C(N2)[C@@]23CO[C@@](CC2)(C3)C 7-isopropoxy-2-((1S,4R)-1-methyl-2-oxabicyclo[2.2.1]hept-4-yl)-N-(2-oxo-1-((S)-spiro[2.2]pent-1-yl)-1,2-dihydropyridin-3-yl)imidazo[1,2-a]pyrimidine-6-carboxamide